CN1C(=NN=C1)C(C=1C=C(C=CC1)N1CC2=C(C=C(C=C2C1=O)CN(C(OC(C)(C)C)=O)C1(CCC1)C)C(F)(F)F)C1CC(C1)C tert-butyl ((2-(3-((4-methyl-4H-1,2,4-triazol-3-yl)(3-methylcyclobutyl)methyl)phenyl)-3-oxo-7-(trifluoromethyl)isoindolin-5-yl)methyl)(1-methylcyclobutyl)carbamate